3β,5α,6β-trihydroxycholanoic acid O[C@@H]1C[C@@]2([C@@H](C[C@H]3[C@@H]4CC[C@H]([C@@H](CCC(=O)O)C)[C@]4(CC[C@@H]3[C@]2(CC1)C)C)O)O